C1(CC1)COC=1C=C(C=CC1OC(F)F)C1CC(N(C1)S(=O)(=O)C)C(=O)O 4-(3-(cyclopropylmethoxy)-4-(difluoromethoxy)phenyl)-1-(methylsulfonyl)pyrrolidine-2-carboxylic acid